ClC1=C(C=C2C(=NN=C(C2=C1)N1CCN(CC1)C(C=C)=O)CC1=CC=C(C=C1)F)C1=C(C=CC=C1O)F 1-(4-(7-chloro-4-(4-fluorobenzyl)-6-(2-fluoro-6-hydroxyphenyl)-1-phthalazinyl)-1-piperazinyl)-2-propen-1-one